ethyl 2-tert-butyl-1,2,3-triazole-4-carboxylate C(C)(C)(C)N1N=CC(=N1)C(=O)OCC